5-Methylthioethoxyindole CSCCOC=1C=C2C=CNC2=CC1